FC(N1C2=C(C=3C=CC(=CC13)C=1C=C(C(=NC1)N1CCC3(CC(C3)N3CCN(CC3)C=3C=C4C(N(C(C4=CC3)=O)C3C(NC(CC3)=O)=O)=O)CC1)F)C=NC=C2)F 5-(4-(7-(5-(5-(difluoromethyl)-5H-pyrido[4,3-b]indol-7-yl)-3-fluoropyridin-2-yl)-7-azaspiro[3.5]nonan-2-yl)piperazin-1-yl)-2-(2,6-dioxopiperidin-3-yl)isoindoline-1,3-dione